FC=1C=C2C(=CNC2=CC1)C1CCN2C1=C(C=1C=CC=CC21)C 1-(5-Fluoro-1H-indol-3-yl)-9-methyl-2,3-dihydro-1H-pyrrolo[1,2-a]indole